1-[2-(morpholin-4-yl)ethyl]-1H-indazole-6-carboxamide N1(CCOCC1)CCN1N=CC2=CC=C(C=C12)C(=O)N